5-(3-chloro-1H-pyrrolo[2,3-b]pyridin-4-yl)-1H-indazol-3-amine ClC1=CNC2=NC=CC(=C21)C=2C=C1C(=NNC1=CC2)N